ClC1=CC(=CC(=C1)[N+](=O)[O-])[N+](=O)[O-] 6-chloro-2,4-dinitrobenzene